FC1=CC=C2C3(C(NC2=C1)=O)CC3 6'-fluoro-2'-oxospiro[cyclopropane-1,3'-indoline]